FC(C1C(CNCC1)C(=O)O)(F)F 4-(trifluoromethyl)piperidine-3-carboxylic acid